2-(4-(bis(4-methoxyphenyl)amino)phenyl)-1-cyanovinylphosphoric acid COC1=CC=C(C=C1)N(C1=CC=C(C=C1)C=C(C#N)OP(O)(O)=O)C1=CC=C(C=C1)OC